CC1(OC2=C(C(=N1)C1=CN=C3N1N=CC=C3C)C=CC=C2)CCCCC 2-methyl-4-(8-methylimidazo[1,2-b]pyridazin-3-yl)-2-pentyl-2H-benzo[e][1,3]oxazine